ClC1=CC2=C(N=C(O2)C2CCN(CC2)C2=C(C(N(C3=CC=C(C=C23)C)C)=O)C#N)C=C1 4-[4-(6-chloro-1,3-benzooxazol-2-yl)piperidin-1-yl]-1,6-dimethyl-2-oxo-1,2-dihydroquinoline-3-carbonitrile